(2S,3R,4R)-2-(((4-(dimethylamino)butanoyl)oxy)methyl)tetrahydrofuran-3,4-diyl bis(2-hexyldecanoate) C(CCCCC)C(C(=O)O[C@@H]1[C@@H](OC[C@H]1OC(C(CCCCCCCC)CCCCCC)=O)COC(CCCN(C)C)=O)CCCCCCCC